S(=O)(=O)(O)C(C(=O)OC(CC(C)C)CC(C)C)CC(=O)OC(CC(C)C)CC(C)C.[Na] sodium bis(2,6-dimethyl 4-heptyl) sulfosuccinate